[N+](=O)([O-])[C@@H]1CN(C=C[C@H]1C=1C=C(C=CC1)C)C(=O)OC(C)(C)C (3S,4S)-tert-butyl 3-nitro-4-(m-tolyl)-3,4-dihydropyridine-1(2H)-carboxylate